ClC=1C=C(C=NC1C#N)NC([C@@](COC=1C=NC(=CC1)C#N)(C)O)=O (S)-N-(5-chloro-6-cyanopyridin-3-yl)-3-((6-cyanopyridin-3-yl)oxy)-2-hydroxy-2-methylpropanamide